4-chloromethylpyridine ClCC1=CC=NC=C1